(S)-1-(8,9-difluoro-6-(methylamino)-1,4-dihydro-2H-pyrano[3,4-c]isoquinolin-1-yl)-3-(3-(difluoromethyl)-4-fluorophenyl)-1-methylurea FC=1C(=CC=2C3=C(N=C(C2C1)NC)COC[C@H]3N(C(=O)NC3=CC(=C(C=C3)F)C(F)F)C)F